N(=O)C1=CC=C(C=C1)C(C(=O)O)CC 2-(4-nitrosophenyl)butyric acid